3-chloro-1-ethyl-4,5,6,7-tetrahydro-1H-indazol-5-ylamine ClC1=NN(C=2CCC(CC12)N)CC